(E)-2,2-difluoro-1-phenyl-3-nonene FC(CC1=CC=CC=C1)(\C=C\CCCCC)F